COC(C1CC(C1)O)OC 3-(dimethoxymethyl)cyclobutanol